4-bromo-2-phenyl-1-(benzenesulfonyl)-1H-pyrrolo[2,3-b]Pyridine BrC1=C2C(=NC=C1)N(C(=C2)C2=CC=CC=C2)S(=O)(=O)C2=CC=CC=C2